N1CC[C@@H](CCC1)OC=1C=2N(C=C(N1)C=1C=NN(C1)C)N=CC2F 4-[(4R)-azepan-4-yl]oxy-3-fluoro-6-(1-methylpyrazol-4-yl)pyrazolo[1,5-a]pyrazine